lauric acid monoethanolamine salt C(O)CN.C(CCCCCCCCCCC)(=O)O